(R)-N-(5-chloro-4-(5,5-dimethyl-5,6-dihydro-4H-pyrrolo[1,2-b]pyrazol-3-yl)pyridin-2-yl)-2-(pyridin-3-yl)propionamide ClC=1C(=CC(=NC1)NC([C@H](C)C=1C=NC=CC1)=O)C1=C2N(N=C1)CC(C2)(C)C